COC1=C(CNC(=O)C2(CCOCC2)N(C(C#C[Si](C(C)C)(C(C)C)C(C)C)=O)C2=C(C=CC(=C2)CO)C)C=CC(=C1)OC N-(2,4-dimethoxybenzyl)-4-(N-(5-(hydroxymethyl)-2-methylphenyl)-3-(triisopropylsilyl)propiolamido)tetrahydro-2H-pyran-4-carboxamide